[As]=[Se] arsenic-selenide